C1=CC(=CC=C1C(=O)O)N=C(N)N The molecule is benzoic acid substituted at the para position by a guanidino group. It is a member of guanidines and a member of benzoic acids.